CN1C(=NC=2C1=NC(=CC2N2CCOCC2)NN=C(C)C=2C=C(C=CC2)C)CN2CCCCC2 4-(3-methyl-2-(piperidin-1-ylmethyl)-5-(2-(1-(m-tolyl)ethylidene)hydrazinyl)-3H-imidazo[4,5-b]pyridin-7-yl)morpholine